2-(3-fluoropyridin-2-yl)-4,5-dimethyl-6-(4-(1H-pyrazol-1-yl)benzyl)isoindolin-1-one FC=1C(=NC=CC1)N1C(C2=CC(=C(C(=C2C1)C)C)CC1=CC=C(C=C1)N1N=CC=C1)=O